COC(=O)C=1N=CN(C1)C1=CC(=NC=C1)NC1=CC=CC=C1 1-(2-(phenylamino)pyridin-4-yl)-1H-imidazole-4-carboxylic acid methyl ester